(S)-2-amino-1-(4-(5-((4-amino-2-butoxyimidazo[2,1-f][1,2,4]triazin-7-yl)methyl)-3-methylpyridin-2-yl)piperazin-1-yl)-4-methylpentan-1-one N[C@H](C(=O)N1CCN(CC1)C1=NC=C(C=C1C)CC1=CN=C2C(=NC(=NN21)OCCCC)N)CC(C)C